C(N)(OC1=CC=C(C=C1)CC1=C(C(=C(C=C1)OC(N)=O)CCCCOC=C)CCCCOC=C)=O bis[4-(vinyloxy)butyl](methylenedi-4,1-phenylene) biscarbamate